ClC=1C(=NC(=C(C1)SC)C1=C(C=C(C=C1)C(F)(F)F)Cl)C(=O)OC Methyl 3-chloro-6-(2-chloro-4-(trifluoromethyl) phenyl)-5-(methylthio)picolinate